NC=1SC2=C(N1)C(=CC=C2F)C2=C(C=C1C(=NC(=NC1=C2F)OC[C@]21CCCN1C[C@@H](C2)F)N2CCC1(CC(NC1)=O)CC2)C(F)(F)F 8-(7-(2-amino-7-fluorobenzo[d]thiazol-4-yl)-8-fluoro-2-(((2R,7aS)-2-fluorotetrahydro-1H-pyrrolizin-7a(5H)-yl)methoxy)-6-(trifluoromethyl)quinazolin-4-yl)-2,8-diazaspiro[4.5]decan-3-one